ethyl 4-amino-3-cyclopentyl-1-(4-((5-fluoro-2-methoxybenzamido)methyl)phenyl)-1H-pyrazole-5-carboxylate NC=1C(=NN(C1C(=O)OCC)C1=CC=C(C=C1)CNC(C1=C(C=CC(=C1)F)OC)=O)C1CCCC1